(R)-2-((2-chloro-5-((trimethylsilyl)ethynyl)pyridin-4-yl)amino)propionitrile ClC1=NC=C(C(=C1)N[C@@H](C#N)C)C#C[Si](C)(C)C